N1-isopropylpiperidine-1,4-dicarboxamide C(C)(C)NC(=O)N1CCC(CC1)C(=O)N